C1(CCCC1)CC(=O)N(C)C1=C(C(=C(C=C1)Cl)COC1=C2C=CN=CC2=CC=C1)Cl cyclopentyl-N-[2,4-dichloro-3-(isoquinolin-5-yloxymethyl)phenyl]N-methyl-acetamide